FC1=C2C(NC(=NC2=CC(=C1)OCC1CCOCC1)CS[C@@H]1C[C@H](C1)NC(C)=O)=O N-((trans)-3-(((5-Fluoro-4-oxo-7-((tetrahydro-2H-pyran-4-yl)methoxy)-3,4-dihydroquinazolin-2-yl)methyl)thio)cyclobutyl)acetamide